OC1=C(C=C(C2=CC=CC=C12)S(NC1=C(C=CC=C1)C(F)(F)F)(=O)=O)C(=O)O 1-hydroxy-4-(N-(2-(trifluoromethyl)phenyl)sulfamoyl)-2-naphthoic acid